FC(CN1N=CC=2C1=NC(=CN2)N2CC1(CN(C1)C=1C=NC=C(C1)C(F)(F)F)CCC2)F 6-[1-(2,2-difluoroethyl)-1H-pyrazolo[3,4-b]pyrazin-6-yl]-2-[5-(trifluoromethyl)pyridin-3-yl]-2,6-diazaspiro[3.5]nonane